NC1=NC2=CC=C(C=C2C(N1)=O)CCC1=CC=C(C(=O)N[C@H](C(=O)OC)CCC#C)C=C1 methyl (S)-2-(4-(2-(2-amino-4-oxo-3,4-dihydroquinazolin-6-yl)ethyl)benzamido)hex-5-ynoate